ClC=1C=C(C=CC1F)NC(NC(C)C1=CNC(C2=CC=CC=C12)=O)=O 3-(3-chloro-4-fluorophenyl)-1-(1-(1-oxo-1,2-dihydroisoquinolin-4-yl)ethyl)urea